CC=1C(=CC=2C(=NON2)C1)C(=O)NN 6-methylbenzo[c][1,2,5]Oxadiazole-5-carbohydrazide